N1CCC(CC1)CN[C@H]1[C@@H](C1)C=1C=C2CCCN(C2=CC1)S(=O)(=O)CCC trans-N-(piperidin-4-ylmethyl)-2-(1-(propylsulfonyl)-1,2,3,4-tetrahydro-quinolin-6-yl)cyclopropylamine